NC[C@@H]1N(CCC1)C1=NC=C(C=N1)C1=CC2=C(N=C3N2[C@H]2C4=C(C(N([C@@H]3C2)C([2H])([2H])[2H])=O)C=CC=C4C#CC)C=C1 (7R,14R)-11-(2-((R)-2-(aminomethyl)pyrrolidin-1-yl)pyrimidin-5-yl)-6-(methyl-d3)-1-(prop-1-yn-1-yl)-6,7-dihydro-7,14-methanobenzo[f]benzo[4,5]imidazo[1,2-a][1,4]diazocin-5(14H)-one